C(C)(C)N1N=CN=C1C=1N=C2N(CCOC3=C2C=CC(=C3)O[C@H](C(=O)N)C)C1 (S)-2-((2-(1-Isopropyl-1H-1,2,4-triazol-5-yl)-5,6-dihydrobenzo[f]imidazo[1,2-d][1,4]oxazepin-9-yl)oxy)propanamide